N[C@@H]1CN(CCC1(F)F)C(=O)OC(C)(C)C tert-butyl (3R)-3-amino-4,4-difluoropiperidine-1-carboxylate